C(C)O[Si](CCCCNCCCC[Si](OCC)(OCC)OCC)(OCC)OCC bis[4-(triethoxysilyl)butyl]amine